FC(OC1=C(C=CC=C1)C1=CC=C2CCC(C2=C1)NC(O[C@@H]1CN2CCC1CC2)=O)(F)F (S)-quinuclidin-3-yl (6-(2-(trifluoromethoxy)phenyl)-2,3-dihydro-1H-inden-1-yl)carbamate